FC(C1(NN=CC=C1)C1=CC=C(C=C1)CCN)(F)F 2-(4-(3-(trifluoromethyl)-3H-diazine-3-yl)phenyl)ethane-1-amine